CCCCCCC/C=C\CCCCCCCC(=O)O[C@H](COC(=O)CCCCCCCCC/C=C\C/C=C\CCCCC)COP(=O)([O-])OCC[N+](C)(C)C 1-(11Z,14Z-eicosadienoyl)-2-(9Z-heptadecenoyl)-glycero-3-phosphocholine